C(CCCCC#C)N 6-heptynylamine